2-(2,4-dinitrophenyl)-ethane-1-ol [N+](=O)([O-])C1=C(C=CC(=C1)[N+](=O)[O-])CCO